1-ethyl-6-methyl-2-(1-methyl-1H-pyrazol-4-yl)-1'-(pyrimidin-4-yl)-3,6-dihydro-7H-spiro[dipyrrolo[2,3-b:3',2'-d]pyridine-8,4'-piperidin]-7-one C(C)C1=C(NC2=NC=C3C(=C21)C2(CCN(CC2)C2=NC=NC=C2)C(N3C)=O)C=3C=NN(C3)C